(3,4-Dihydro-1(2H)-quinolinyl)(5-phenyl-3-pyridinyl)methanone N1(CCCC2=CC=CC=C12)C(=O)C=1C=NC=C(C1)C1=CC=CC=C1